C(CCC)N1CCC(CC1)C1=CNC=2C1=NC=CC2 3-(1-butylpiperidin-4-yl)pyrrolo[3,2-b]pyridine